methyl (Z)-2-(5-cyclohexyl-2-methyl-phenoxy)-3-methoxy-prop-2-enoate C1(CCCCC1)C=1C=CC(=C(O\C(\C(=O)OC)=C/OC)C1)C